C1(CC1)C1=C2C(=NC(=C1)NC1=C(C=C(C=C1)P1(CCN(CC1)C1COC1)=O)OC)NC=C2C(F)(F)F 4-(4-((4-cyclopropyl-3-(trifluoromethyl)-1H-pyrrolo[2,3-b]pyridin-6-yl)amino)-3-methoxyphenyl)-1-(oxetan-3-yl)-1,4-azaphosphinane 4-oxide